The molecule is a 2,3-trans-enoyl CoA(4-) obtained by deprotonation of the phosphate and diphosphate OH groups of (2E,11Z,14Z,17Z)-icosatetraenoyl-CoA; major species at pH 7.3. It is a conjugate base of a (2E,11Z,14Z,17Z)-icosatetraenoyl-CoA. CC/C=C\\C/C=C\\C/C=C\\CCCCCCC/C=C/C(=O)SCCNC(=O)CCNC(=O)[C@@H](C(C)(C)COP(=O)([O-])OP(=O)([O-])OC[C@@H]1[C@H]([C@H]([C@@H](O1)N2C=NC3=C(N=CN=C32)N)O)OP(=O)([O-])[O-])O